NC=1C(=CC(=NC1)C)C(C)=O 1-(5-amino-2-methylpyridin-4-yl)ethan-1-one